FC1=CC(=C(C(=O)NC2(CC2)C2=C3C=CC=NC3=CC(=C2)C=C)C=C1OCC1N(CC1)C)C 4-Fluoro-2-methyl-5-((1-methylazetidin-2-yl)methoxy)-N-(1-(7-vinylquinolin-5-yl)cyclopropyl)benzamide